FC=1C=CC(=C(C1)CN)OC1COC1 (5-fluoro-2-(oxetan-3-yloxy)phenyl)methylamine